(rac)-6-Chloro-N-(1,3-dimethylpiperidin-3-yl)pyridazin-3-amine ClC1=CC=C(N=N1)N[C@]1(CN(CCC1)C)C |r|